[Br-].OCCN1C=NC(=C1)CCCCCCCCCCCC 1-(2-hydroxyethyl)-4-dodecyl-imidazole bromide salt